CN(C)CCOCCO 2-(dimethylaminoeth-oxy)-ethanol